(2-chloro-5-((1-methyl-1H-pyrazol-4-yl)ethynyl)pyridin-4-yl)-2,7-diazaspiro[3.5]nonane-7-carboxylic acid tert-butyl ester C(C)(C)(C)OC(=O)N1CCC2(CNC2C2=CC(=NC=C2C#CC=2C=NN(C2)C)Cl)CC1